2-methyl-5-(1-methylethenyl)-cyclohexanol CC1C(CC(CC1)C(=C)C)O